N-acryloyl-N-methyl-glycine tert-butyl ester C(C)(C)(C)OC(CN(C)C(C=C)=O)=O